C=1N=CN2C1C1=CC=CC=C1[C@H]2[C@H]2C1(CC1)C[C@H]2O (4R,5R)-4-((R)-5H-Imidazo[5,1-a]isoindol-5-yl)spiro[2.3]hexan-5-ol